5-(3-(2-(1-Methyl-1H-indazol-4-yl)ethynyl)phenoxy)-1H-1,2,3-triazole-4-carboxylic acid CN1N=CC2=C(C=CC=C12)C#CC=1C=C(OC2=C(N=NN2)C(=O)O)C=CC1